O=C1N(CC2=CC(=CC=C12)O[C@@H]1[C@H](CCCC1)N1CC(C1)C1=NC=CC=C1)C1C(NC(CC1)=O)=O 3-(1-oxo-5-(((1S,2S)-2-(3-(pyridin-2-yl)azetidin-1-yl)-cyclohexyl)oxy)isoindolin-2-yl)piperidine-2,6-dione